C(C)(C)(C)OC(=O)N1[C@@H](C[C@H](C1)NC(C1=C(C=C(C=C1)C=1C=C2C=NN(C2=CC1)C)F)=O)CN1N=CC=C1 (2s,4r)-2-((1H-pyrazol-1-yl)methyl)-4-(2-fluoro-4-(1-methyl-1H-indazol-5-yl)benzoylamino)pyrrolidine-1-carboxylic acid tert-butyl ester